N-(2-hexyl-1-decyl)-2-aminoazulene C(CCCCC)C(CNC1=CC2=CC=CC=CC2=C1)CCCCCCCC